ClC=1C=C(C(=NC1C=1C=NN(C1)C)C1=NN2C(CNCC2)=C1)C1=C(C=C(C=C1)F)OCCOC 2-[5-chloro-3-[4-fluoro-2-(2-methoxyethoxy)phenyl]-6-(1-methylpyrazol-4-yl)-2-pyridyl]-4,5,6,7-tetrahydropyrazolo[1,5-a]pyrazine